C(C)NC(=O)NC1=NC2=C(N1)C=CC(=C2)C2=C(C=CC(=C2)CC2=NNC(C1=CC(=CC=C21)C)=O)F 1-ethyl-3-(5-(2-fluoro-5-((6-methyl-4-oxo-3,4-dihydrophthalazin-1-yl)methyl)phenyl)-1H-benzimidazol-2-yl)urea